(methylsulfanyl)((((1s,4s)-4-((tert-butyldimethylsilyl)oxy)cyclohexyl)methoxy))methane CSCOCC1CCC(CC1)O[Si](C)(C)C(C)(C)C